N1=C(C(=CC=C1)C(=O)Cl)C(=O)Cl pyridine-2,3-dicarbonyl dichloride